N1(CCCCC1)O (3s,5r)-piperidinol